C(C1=CC=CC=C1)\N=C\1/CCN(C2(CC2)C1)C(=O)OC(C)(C)C tert-butyl (7E)-7-benzylimino-4-azaspiro[2.5]octane-4-carboxylate